(E)-2,4-dihydroxy-5-((4-chlorophenylimino)methyl)benzophenone OC1=C(C(=O)C2=CC=CC=C2)C=C(C(=C1)O)/C=N/C1=CC=C(C=C1)Cl